3-(4'-chloro-[1,1'-biphenyl]-4-yl)-3,4-dihydro-2H-benzo[e][1,2,4]-thiadiazine-1,1-dioxide ClC1=CC=C(C=C1)C1=CC=C(C=C1)C1NS(C2=C(N1)C=CC=C2)(=O)=O